N-(4-chloro-3-fluorophenyl)-N-(5-((2-chloro-5-(trifluoromethyl)phenyl)carbamoyl)-4-cyclopropylthiazol-2-yl)cyclopropane-1,1-dicarboxamide ClC1=C(C=C(C=C1)N(C(=O)C1(CC1)C(=O)N)C=1SC(=C(N1)C1CC1)C(NC1=C(C=CC(=C1)C(F)(F)F)Cl)=O)F